C(C1=CC=CC=C1)OC1=CN2C(C3=CC=CC=C13)=NC=N2 6-(Benzyloxy)-[1,2,4]triazolo[5,1-a]isoquinoline